N-[2-(3,4-dichlorophenyl)ethyl]-2-[1-[(4-methylphenyl)methyl]-5-oxopyrrolidin-2-yl]acetamide ClC=1C=C(C=CC1Cl)CCNC(CC1N(C(CC1)=O)CC1=CC=C(C=C1)C)=O